(R)-2-(3-fluoropyrrolidin-1-yl)benzo[d]oxazol-6-amine F[C@H]1CN(CC1)C=1OC2=C(N1)C=CC(=C2)N